2-fluoro-1-(6-methoxy-7-(4-(trifluoromethyl)phenyl)-3,4-dihydroisoquinolin-2(1H)-yl)prop-2-en-1-one FC(C(=O)N1CC2=CC(=C(C=C2CC1)OC)C1=CC=C(C=C1)C(F)(F)F)=C